NC=1N=CC=C2C(=CN=CC12)NC(C(=O)N1[C@H](CC[C@@H](C1)C)C=1C=CC2=C(N=C(S2)C2CC(N(CC2)C)(C)C)C1)=O N-(8-amino-2,7-naphthyridin-4-yl)-2-((2R,5S)-5-methyl-2-(2-(1,2,2-trimethylpiperidin-4-yl)benzo[d]thiazol-5-yl)piperidin-1-yl)-2-oxoacetamide